C(C)N(CC)CC1=NN2C(=NC=3C(=CC=CC3C2=N1)OC)N 2-((diethylamino)methyl)-7-methoxy-[1,2,4]triazolo[1,5-c]quinazolin-5-amine